ClC=1C=C(N2N=C(N=C(C21)NC)NC=2C(=NN(C2)C(C#N)(C)C)C)C2CC2 2-(4-((5-chloro-7-cyclopropyl-4-(methylamino)pyrrolo[2,1-f][1,2,4]triazin-2-yl)amino)-3-methyl-1H-pyrazol-1-yl)-2-methylpropionitrile